CC1=C2C(C=3C(=CC(C4=C5C(=CC(=CC5=CC34)C)C)=O)C2=CC(=C1)C)=O 1,3,7,9-tetramethylindenofluorene-6,12-dione